N1=CC=CC2=CC(=CC=C12)OC1=CN=C(S1)N 5-(quinolin-6-yloxy)thiazol-2-amine